BrC=1C(=C(C=CC1)C(C(=O)N(C)OC)(F)F)F 2-(3-bromo-2-fluorophenyl)-2,2-difluoro-N-methoxy-N-methylacetamide